1,5-cyclooctadienyl chloroformate ClC(=O)OC1=CCCC=CCC1